C(CCCCCCCCCCCCCCCCCCCCCCCCC)S hexacosanethiol